(1S,4S)-N4-[2-(3-{[4-methanesulfonyl-2-(2,2,2-trifluoroethoxy)phenyl]amino}prop-1-yn-1-yl)-1-(2,2,2-trifluoro-ethyl)-1H-indol-4-yl]-N1,N1-dimethylcyclohexane-1,4-diamine CS(=O)(=O)C1=CC(=C(C=C1)NCC#CC=1N(C2=CC=CC(=C2C1)NC1CCC(CC1)N(C)C)CC(F)(F)F)OCC(F)(F)F